(Z)-3-(dimethylamino)-1-(2-fluorophenyl)-2-(trifluoromethyl)prop-2-en-1-one CN(\C=C(\C(=O)C1=C(C=CC=C1)F)/C(F)(F)F)C